(4aS,6R,7R,8R,8aS)-6-(aminomethyl)-7,8-dihydroxyhexahydro-1H-pyrano[3,2-d]pyrimidin-2(3H)-one NC[C@@H]1[C@@H]([C@@H]([C@@H]2NC(NC[C@@H]2O1)=O)O)O